C(C)(=O)C1=NN(C2=CC=C(C=C12)C=1C=NC(=NC1)NCCCCCCCCCC=C)CC(=O)O 2-(3-acetyl-5-(2-(undec-10-enylamino)pyrimidin-5-yl)-1H-indazol-1-yl)acetic acid